N-(5-(benzo[d]oxazol-2-yl)-2-chlorophenyl)-2-(ethylthio)acetamide O1C(=NC2=C1C=CC=C2)C=2C=CC(=C(C2)NC(CSCC)=O)Cl